N4-(2-(1H-pyrazol-1-yl)phenyl)-N6-(4-fluoro-2-methoxy-5-nitrophenyl)pyrimidine-4,6-diamine N1(N=CC=C1)C1=C(C=CC=C1)NC1=NC=NC(=C1)NC1=C(C=C(C(=C1)[N+](=O)[O-])F)OC